C(N)(=O)C=1C(=NN(C1)C1(CCN(CC1)C(=O)NC1CC(C1)(F)F)CC#N)NC(=O)C1CC1 4-(4-Carbamoyl-3-(cyclopropanecarboxamido)-1H-pyrazol-1-yl)-4-(cyanomethyl)-N-(3,3-difluorocyclobutyl)piperidine-1-carboxamide